SC(C(=O)OCCOCCOCCOCCOC(C(CC)S)=O)CC tetraethylene glycol bis(2-mercaptobutyrate)